C1(=CC=CC=C1)[Pd-](Cl)Cl phenyl-palladium (II) dichloride